BrC1=C(C=C(C(=C1)COC(C)(C)OC)OC)COC(C)(C)OC 1-bromo-4-methoxy-2,5-bis(((2-methoxypropane-2-yl)oxy)methyl)benzene